OC1=C(C=CC=C1)C(CCCCCCCCCCCC)C1=C(C=CC=C1)O 1,1-bis(2-hydroxyphenyl)tridecane